FC=1C=C(CN2CC(C2)C(=O)N2C3=C(OCC2)C(=CN=C3)N3CC2(CN(C2)C#N)C3)C=CC1 6-(4-(1-(3-Fluorobenzyl)azetidine-3-carbonyl)-3,4-dihydro-2H-pyrido[4,3-b][1,4]oxazin-8-yl)-2,6-diazaspiro[3.3]heptane-2-carbonitrile